C(C)(C)C1CC(OC1=O)CC(=O)O 2-(4-Isopropyl-5-oxotetrahydrofuran-2-yl)acetic acid